FC1=NC(=CC(=C1)N(C=1SC(=C(N1)C(=O)NC1C(CC1)(C)C)C)C(=O)C=1SC=CC1)F 2-[(2,6-difluoro-4-pyridyl)-(thiophene-2-carbonyl)amino]-N-(2,2-dimethyl-cyclobutyl)-5-methyl-thiazole-4-carboxamide